OC[C@H](C1=CC=CC=C1)NC1=NC(=NC=C1C(=O)NN)NC=1C=C2C(N(C(C2=CC1)=O)CC1=CC=C(C=C1)OC)(C)C (S)-4-((2-hydroxy-1-phenylethyl)amino)-2-((2-(4-methoxybenzyl)-3,3-dimethyl-1-oxoisoindolin-5-yl)amino)pyrimidine-5-carbohydrazide